C1CN(CCN1CCCCC2=CNC3=C2C=C(C=C3)C#N)C4=CC5=C(C=C4)OC(=C5)C(=O)N The molecule is a 1-benzofuran that is 5-(piperazin-1-yl}-1-benzofuran-2-carboxamide having a (5-cyanoindol-3-yl)butyl group attached at position N-4 on the piperazine ring. Used for the treatment of major depressive disorder. It has a role as an antidepressant, a serotonergic agonist and a serotonin uptake inhibitor. It is a member of indoles, a nitrile, a N-arylpiperazine, a N-alkylpiperazine, a member of 1-benzofurans and a monocarboxylic acid amide. It is a conjugate base of a vilazodone(1+).